ClC=1C=CC(=C(C1)NC(C1=CN=C(C=C1)C#C)=O)OCCOC N-(5-chloro-2-(2-methoxyethoxy)phenyl)-6-ethynylnicotinamide